2-(2-(2-(2-azidoethoxy)ethoxy)ethyl)-4,5,6,7-tetrabromoisoindoline-1,3-dione N(=[N+]=[N-])CCOCCOCCN1C(C2=C(C(=C(C(=C2C1=O)Br)Br)Br)Br)=O